4-(6-(4-Acrylamidophenyl)-4-amino-7-methyl-7H-pyrrolo[2,3-d]pyrimidin-5-yl)-3,6-dihydropyridine-1(2H)-carboxylic acid tert-butyl ester C(C)(C)(C)OC(=O)N1CCC(=CC1)C1=C(N(C=2N=CN=C(C21)N)C)C2=CC=C(C=C2)NC(C=C)=O